CN(C/C=C/C(=O)NC1=CC(=C(C=C1)OC)NC1=NC=CC(=N1)C1=CN(C2=CC=CC=C12)C)C (E)-4-(dimethylamino)-N-(4-methoxy-3-((4-(1-methyl-1H-indol-3-yl)pyrimidin-2-yl)amino)phenyl)but-2-enamide